ClC1=C(C#N)C=CC(=C1)NC1=CC2=C(C(=CC(O2)=O)C(F)(F)F)C=C1 2-chloro-4-((2-oxo-4-(trifluoromethyl)-2H-benzopyran-7-yl)amino)benzonitrile